8-[(2S,5R)-4-[bis(3-fluorophenyl)methyl]-2,5-dimethylpiperazin-1-yl]-5-methyl-6-oxo-5,6-dihydro-1,5-naphthyridine-2-carbonitrile FC=1C=C(C=CC1)C(N1C[C@@H](N(C[C@H]1C)C1=CC(N(C=2C=CC(=NC12)C#N)C)=O)C)C1=CC(=CC=C1)F